4-bromo-6-iodo-1-(2,2,2-trifluoroethyl)indazole tert-Butyl-7-(4-nitrophenyl)-4,7-diazaspiro[2.5]octane-4-carboxylate C(C)(C)(C)OC(=O)N1C2(CC2)CN(CC1)C1=CC=C(C=C1)[N+](=O)[O-].BrC1=C2C=NN(C2=CC(=C1)I)CC(F)(F)F